C(C)(C)(C)N1N=C(C=C1N)[C@@H]1C[C@@H]([C@H](C1)F)O[Si](C1=CC=CC=C1)(C1=CC=CC=C1)C(C)(C)C |r| rac-1-(tert-butyl)-3-((1R,3S,4S)-3-((tert-butyldiphenylsilyl)oxy)-4-fluorocyclopentyl)-1H-pyrazol-5-amine